NC1=C(SC=2N=C(SC21)C)C(=O)NC2CC=1C(=CC(=NC1CC2)N2CC1(C(C2)N)OCCCC1)F 6-amino-N-(2-{4-amino-6-oxa-2-azaspiro[4.5]decan-2-yl}-4-fluoro-5,6,7,8-tetrahydroquinolin-6-yl)-2-methylthieno[2,3-d][1,3]thiazole-5-carboxamide